3-(1H-benzimidazol-2-carbonyl)-4,4-diethoxyphenyl-5-isobutylspiro[inden-2,2'-pyrrolidine]-1,3-dione N1C(=NC2=C1C=CC=C2)C(=O)C2C=C(C=CC2(OCC)OCC)N2C1(CCC2)C(C2=CC=C(C=C2C1=O)CC(C)C)=O